2-(4-Methoxybenzyl)-1-(3,4,5-trimethoxyphenyl)-2,5,6,7-tetrahydro-4H-isoindol-4-one COC1=CC=C(CN2C(=C3CCCC(C3=C2)=O)C2=CC(=C(C(=C2)OC)OC)OC)C=C1